[(4-methylpiperazin-1-yl)methyl]bicyclo[1.1.1]pentane CN1CCN(CC1)CC12CC(C1)C2